ClC1=C(C=CC=C1)CN1N=C(C=C1C1=CC(=CC=C1)S(=O)(=O)C)COC(C(=O)O)(C)C 2-([1-[(2-Chlorophenyl)methyl]-5-(3-methanesulfonylphenyl)-1H-pyrazol-3-yl]methoxy)-2-methylpropanoic acid